(R)-N-(2-(4-cyanothiazolidin-3-yl)-2-oxoethyl)-6-(4,5,6,7-tetrahydro-2H-indazol-2-yl)quinoline-4-carboxamide C(#N)[C@H]1N(CSC1)C(CNC(=O)C1=CC=NC2=CC=C(C=C12)N1N=C2CCCCC2=C1)=O